[Rb].C(O)C(C(=O)O)(CC)CO 2,2-dimethylolbutyric acid rubidium